5,5-dimethyl-1-((3-methyl-1H-pyrrolo[2,3-b]pyridin-5-yl)methyl)-3-(4-((trifluoromethyl)thio)phenyl)imidazolidine-2,4-dione CC1(C(N(C(N1CC=1C=C2C(=NC1)NC=C2C)=O)C2=CC=C(C=C2)SC(F)(F)F)=O)C